C(C1=CC=CC=C1)NC(CNC1=NC=C(C(=C1)OC)[Si](F)(C(C)(C)C)C(C)(C)C)=O N-benzyl-{5-[di(tert-butyl)(fluoro)silyl]-4-methoxy-2-pyridylamino}acetamide